(+/-)-3-(2-chloro-4-dimethylphosphoryl-phenyl)-1,4-oxazepane ClC1=C(C=CC(=C1)P(=O)(C)C)[C@@H]1COCCCN1 |r|